C(C)(C)(C)OC(NC1C[SH4]C2=C(N=C1)C=CC=C2)=O 2,3-dihydro-1λ6,5-benzothiazepine-3-Yl-carbamic acid tert-butyl ester